FC=1C=C2C(=C(C1)C(C(=O)O)N([C@@H]1C[C@H](CC1)OCCCCC1=NC=3NCCCC3C=C1)C)[C@@H](OCC21CCOCC1)C 2-((S)-6-fluoro-1-methyl-2',3',5',6'-tetrahydrospiro[isochromane-4,4'-pyran]-8-yl)-2-(methyl((1S,3S)-3-(4-(5,6,7,8-tetrahydro-1,8-naphthyridin-2-yl)butoxy)cyclopentyl)amino)acetic acid